FC1(CCC(CC1)OC1=C(C#N)C=CC=N1)F ((4,4-difluorocyclohexyl)oxy)nicotinonitrile